3-(1-phenyl-N-Bocmethylamino)-5-phenyl-6-methylpyridine (tert-butyl((6-methyl-5-phenylpyridin-3-yl)(phenyl)methyl)carbamate) C(C)(C)(C)N(C(O)=O)C(C1=CC=CC=C1)C=1C=NC(=C(C1)C1=CC=CC=C1)C.C1(=CC=CC=C1)C(NC=1C=NC(=C(C1)C1=CC=CC=C1)C)C(=O)OC(C)(C)C